N1(CCC1)C1=NC=C(C=N1)C=1C=C2C(=NC1)NC=C2C(=O)C=2C(=C(C(=CC2)F)NS(=O)(=O)CCC)F N-(3-(5-(2-(azetidin-1-yl)pyrimidin-5-yl)-1H-pyrrolo-[2,3-b]pyridine-3-carbonyl)-2,6-difluorophenyl)-propane-1-sulfonamide